BrC=1C=CC(=NC1)C1=CC(=CN1C)C(=O)OC methyl 5-(5-bromopyridin-2-yl)-1-methyl-1H-pyrrole-3-carboxylate